CN(C(=NC)C)C tetramethyl-formamidin